CCCCCCCCC/C=C\CCCCCCCC(=O)O[C@H](COC(=O)CCCCCCC/C=C\C/C=C\CCCCC)COP(=O)(O)OC[C@@H](C(=O)O)N 1-(9Z,12Z-octadecadienoyl)-2-(9Z-nonadecenoyl)-glycero-3-phosphoserine